N-(5-(((5-(tert-butyl)oxazol-2-yl)methyl)thio)thiazol-2-yl)-1-(2-((2-(2-cyanoacetyl)-1-propyl-1,2,3,4-tetrahydroisoquinolin-6-yl)oxy)ethyl)piperidine-4-carboxamide C(C)(C)(C)C1=CN=C(O1)CSC1=CN=C(S1)NC(=O)C1CCN(CC1)CCOC=1C=C2CCN(C(C2=CC1)CCC)C(CC#N)=O